O1CN=CC1=O oxazol-5(1H)-one